2-amino-9-((2R,3S,4S,5R)-4-fluoro-3-hydroxy-5-(hydroxymethyl)tetrahydrofuran-2-yl)-7-(4-trifluoromethylbenzyl)-7,9-dihydro-8H-purin-8-one NC1=NC=C2N(C(N(C2=N1)[C@@H]1O[C@@H]([C@H]([C@H]1O)F)CO)=O)CC1=CC=C(C=C1)C(F)(F)F